3-(N,N-dimethylamino)propylacrylamide CN(C)CCCC(C(=O)N)=C